O=C1NC(CCC1N1C(C2=CC=C(C=C2C1=O)OCC(=O)N1CCN(CC1)CCN1C(=C(C2=CC=CC=C12)CCCOC1=CC=CC2=CC=CC=C12)C(=O)O)=O)=O 1-(2-(4-(2-((2-(2,6-dioxopiperidin-3-yl)-1,3-dioxoisoindolin-5-yl)oxy)acetyl)piperazin-1-yl)ethyl)-3-(3-(naphthalen-1-yloxy)propyl)-1H-indole-2-carboxylic acid